FC=1C=C(C=CC1)C1=NOC(=N1)C(CCOC)NC(OCC1=CC=CC=C1)=O benzyl N-[1-[3-(3-fluorophenyl)-1,2,4-oxadiazol-5-yl]-3-methoxy-propyl]carbamate